cis-dichloro-bis(pyridyl)platinum Cl[Pt](C1=NC=CC=C1)(C1=NC=CC=C1)Cl